Aminocyclohexen-1-one NC=1C(CCCC1)=O